O=C1C=2N(C=C(N1)C1=CC=C3C=CC=NC3=C1)N=C(C2)C(=O)OCC ethyl 4-oxo-6-(quinolin-7-yl)-4,5-dihydropyrazolo-[1,5-a]pyrazine-2-carboxylate